ClC1=CC(=C(C=C1)C1(OC2=C(O1)C=CC=C2C=2CC=NCC2)C)F 4-(2-(4-Chloro-2-fluorophenyl)-2-methylbenzo[d][1,3]dioxol-4-yl)-3,6-dihydropyridin